C1(=CC=CC=C1)C(=C)P(O)(=O)C(=C)C1=CC=CC=C1 Bis(1-phenylvinyl)phosphinic acid